(E)-4-chloro-N-(4-(4-fluoro-styryl)-5,8-dioxo-7-(piperidin-1-yl)-5,8-dihydroquinolin-6-yl)butanamide ClCCCC(=O)NC=1C(C=2C(=CC=NC2C(C1N1CCCCC1)=O)\C=C\C1=CC=C(C=C1)F)=O